NC1=CC(=NC=N1)NC1=CC(=C2N(C1=O)C1(NC2=O)CCC2(CC1)N(C2)C(=O)OCC2=CC=CC=C2)C benzyl 6''-((6-aminopyrimidin-4-yl)amino)-8''-methyl-1'',5''-dioxo-1'',5''-dihydro-2''H-dispiro[aziridine-2,1'-cyclohexane-4',3''-imidazo[1,5-a]pyridine]-1-carboxylate